3a-hydroxy-7b-(propanesulfonamido)-5b-cholanoate O[C@H]1C[C@H]2C[C@@H]([C@H]3[C@@H]4CC[C@H]([C@@H](CCC(=O)[O-])C)[C@]4(CC[C@@H]3[C@]2(CC1)C)C)NS(=O)(=O)CCC